Naphtho[1,2-d]furan C1=COC2=C1C1=CC=CC=C1C=C2